1-(3-cyclopropyl-5-methyl-4,5-dihydroimidazo[1,5-a]isoxazolo[5,4-c]pyridin-7-yl)ethan-1-one C1(CC1)C1=NOC=2C=3N(C(CC21)C)C(=NC3)C(C)=O